CC1=C(CN2C(C(=C(C2CC)C2=CC=C(C=C2)C(F)(F)F)O)=O)C=CC(=C1)C 1-(2,4-Dimethylbenzyl)-5-ethyl-3-hydroxy-4-(4-(trifluoromethyl)phenyl)-1,5-dihydro-2H-pyrrol-2-one